C(C1=CC=CC=C1)C1=NNC=N1 benzyl-1,2,4-triazole